ClC1=CC=CC(N1)=O 6-chloropyridin-2(1H)-one